methyl 2-(4-bromopyrazol-1-yl)-2-methylpropionate BrC=1C=NN(C1)C(C(=O)OC)(C)C